C(#N)C=1C=CC(=C2C=CC=NC12)N1C[C@@]2(C[C@@]2(C1)C(F)(F)F)C(=O)NNC(=O)C1CC(N(CC1)C)=O (1S,5R)-3-(8-cyanoquinolin-5-yl)-N'-(1-methyl-2-oxopiperidine-4-carbonyl)-5-(trifluoromethyl)-3-azabicyclo[3.1.0]hexane-1-carbohydrazide